C(C)(C)N1N=NC(=C1)COC=1C=CC(=C2CCN([C@@H](C12)CN1C(C2=CC=CC=C2C1)=O)C(=O)[C@H]1[C@H](CCCC1)C(=O)O)C (1S,2R)-2-((S)-8-((1-isopropyl-1H-1,2,3-triazol-4-yl)methoxy)-5-methyl-1-((1-oxoisoindolin-2-yl)methyl)-1,2,3,4-tetrahydroisoquinoline-2-carbonyl)cyclohexane-1-carboxylic acid